C(C)CC(=O)O.C(CO)(=O)OCC ethyl glycolate (ethyl ethanoate)